ClC=1C=CC(=NC1)[C@@H](C)OC1=CC(=CC=2N1C(=CN2)C#N)C=2N=NN(C2C)C2CCN(CC2)C#N 5-[(1R)-1-(5-Chloro-2-pyridyl)ethoxy]-7-[1-(1-cyano-4-piperidyl)-5-methyl-triazol-4-yl]imidazo[1,2-a]pyridine-3-carbonitrile